S(=O)(=O)(O)C1=CC=C(C=C1)N=NC1=C(C=CC2=CC=CC=C12)O 1-(4-sulfophenyl-azo)-2-naphthol